FC(OC1=C(C=CC=C1)[C@@H]1CCN2N1C=1C=C(C=CC1C2=O)C=2C=NC(=NC2)N2CCOCC2)F (S)-3-(2-(difluoromethoxy)phenyl)-6-(2-morpholinopyrimidin-5-yl)-2,3-dihydropyrazolo[1,2-a]indazol-9(1H)-one